FC1=C(CN2C=NC(=C2)[N+](=O)[O-])C=CC(=C1)F 1-(2,4-difluorobenzyl)-4-nitro-1H-imidazole